C(#N)CCP(OCC)(OCC)=O diethyl (cyanoethyl)-phosphonate